N1C(=NC2=C1C=CC=C2)CNC2=NC(=NC=1N2N=CC1C(C)C)N1CCOCC1 N-[(1H-benzimidazol-2-yl)methyl]-2-(morpholin-4-yl)-8-(propan-2-yl)pyrazolo[1,5-a][1,3,5]triazin-4-amine